(4-(4-chloro-3-fluorophenoxy)-3,5-difluorophenyl)methanol [(2S)-2-(2-bromo-4-methyl-phenyl)propyl]acetate BrC1=C(C=CC(=C1)C)[C@H](CCC(=O)OCC1=CC(=C(C(=C1)F)OC1=CC(=C(C=C1)Cl)F)F)C